1-(1-acetylpiperidin-4-yl)-4-chloro-N-(5-(4-isobutylphenyl)-3-methylpyridin-2-yl)-1H-pyrazole-5-carboxamide C(C)(=O)N1CCC(CC1)N1N=CC(=C1C(=O)NC1=NC=C(C=C1C)C1=CC=C(C=C1)CC(C)C)Cl